ClC1=CC2=C(N(C(N=C2N2[C@H](CNCC2)C)=O)C=2C(=[N+](C=CC2C)[O-])C(C)C)N=C1C1=C(C=CC=C1)F (M)-(S)-3-(6-chloro-7-(2-fluorophenyl)-4-(2-methylpiperazin-1-yl)-2-oxopyrido[2,3-d]pyrimidin-1(2H)-yl)-2-isopropyl-4-methylpyridine 1-oxide